[2-(4-chlorophenyl)imidazo[1,2-a]pyridin-3-yl]methyl[piperazin-1-yl](tetrahydrofuran-2-yl)methanone ClC1=CC=C(C=C1)C=1N=C2N(C=CC=C2)C1CC1(OCCC1)C(=O)N1CCNCC1